ClC1=C(OC2=C(C=CC=C2)CC(=O)OCCN(CC)CC)C=CC(=C1)Cl 2-(diethylamino)ethyl 2-(2,4-dichlorophenoxy)benzeneacetate